[N+](=[N-])=C1C(C=CC=C1)NC1=CC=CC=C1 Diazo-Diphenylamin